2-(1-Cyclopropylethyl)-6-(1-hydroxyethyl)phenol C1(CC1)C(C)C1=C(C(=CC=C1)C(C)O)O